C1(CC1)CCC(C=1C=NC=CC1)(NC(CC(C)C)=O)C=1C=CC(=C(C1)NC(=O)C1=CC(=NN1C=1C=C(CNC(OC(C)(C)C)=O)C=CC1)C(F)(F)F)F tert-butyl 3-(5-(5-(3-cyclopropyl-1-(3-methylbutanamido)-1-(pyridin-3-yl)propyl)-2-fluorophenylcarbamoyl)-3-(trifluoromethyl)-1H-pyrazol-1-yl)benzylcarbamate